BrC=1OC(=C(N1)C(=O)OCC)C(C)(C)C ethyl 2-bromo-5-(tert-butyl)oxazole-4-carboxylate